3-(5-[3-[(5-hydroxypentyl)oxy]prop-1-yn-1-yl]-3-methyl-2-oxo-1,3-benzodiazol-1-yl)piperidine-2,6-dione OCCCCCOCC#CC1=CC2=C(N(C(N2C)=O)C2C(NC(CC2)=O)=O)C=C1